methyl (1R,3S)-3-aminocyclopentane-1-carboxylate hydrochloride Cl.N[C@@H]1C[C@@H](CC1)C(=O)OC